(5RS)-2-(4-Methoxybenzyl)-5-(pyrrolidin-1-ylcarbonyl)-5,6,7,8-tetrahydro[1,2,4]triazolo[4,3-a]pyridine-3(2H)-on COC1=CC=C(CN2N=C3N([C@H](CCC3)C(=O)N3CCCC3)C2=O)C=C1 |r|